FC=1C=C(C=C(C1)F)C1=NO[C@](C1)(C(=O)N[C@@H]1CO[C@@H](C1)C(NS(=O)(=O)C(F)(F)F)=O)C (5R)-3-(3,5-difluorophenyl)-N-[cis-5-(trifluoromethylsulfonylcarbamoyl)tetrahydrofuran-3-yl]-5-methyl-4H-isoxazole-5-carboxamide